2-[benzenesulfonyl-(2-chloro-5-trifluoromethyl-phenyl)-amino]-N-pyridin-4-ylmethyl-propionamide C1(=CC=CC=C1)S(=O)(=O)N(C(C(=O)NCC1=CC=NC=C1)C)C1=C(C=CC(=C1)C(F)(F)F)Cl